N-(5-Chloro-6-(4-(hydroxymethyl)-2H-1,2,3-triazol-2-yl)pyridin-3-yl)-1-(1-methoxyisoquinolin-5-yl)-5-(trifluoromethyl)-1H-pyrazole-4-carboxamide ClC=1C=C(C=NC1N1N=CC(=N1)CO)NC(=O)C=1C=NN(C1C(F)(F)F)C1=C2C=CN=C(C2=CC=C1)OC